4-(3,5-dimethyl-heptyl)-phenol CC(CCC1=CC=C(C=C1)O)CC(CC)C